(1S*,4R*)-2-((S*)-2-((2,5-bis(trifluoromethyl)pyrazolo[1,5-a]pyrimidin-7-yl)amino)-1-(4-fluorophenyl)ethyl)-2-azabicyclo[2.2.1]heptan-5-ol FC(C1=NN2C(N=C(C=C2NC[C@H](C2=CC=C(C=C2)F)N2[C@@H]3CC([C@@H](C2)C3)O)C(F)(F)F)=C1)(F)F |o1:12,21,24|